ClC=1C=C(C(=C(C1)C1=NC=NN2C1=CC(=C2)CN2C(C1C(C1C2=O)(C)C)=O)CO)C 3-((4-(5-chloro-2-(hydroxymethyl)-3-methylphenyl)pyrrolo[2,1-f][1,2,4]triazin-6-yl)methyl)-6,6-dimethyl-3-azabicyclo[3.1.0]hexane-2,4-dione